3',4',5',6'-tetrahydro-2'H-[3,4']bipyridinyl-1'-carboxylic acid tert-butyl ester C(C)(C)(C)OC(=O)N1CCC(CC1)C=1C=NC=CC1